OC1=C2C(C=C(OC2=CC=C1)C1=CC(=CC=C1)O)=O 5,3'-dihydroxyflavone